4-[(4R)-7-chloro-10-[3-(4-chloro-3,5-dimethyl-phenoxy)propyl]-4-methyl-1-oxo-6-(1,3,5-trimethylpyrazol-4-yl)-3,4-dihydropyrazino[1,2-a]indol-2-yl]-1-methyl-indole-2-carboxamide ClC=1C=CC=2C(=C3N(C2C1C=1C(=NN(C1C)C)C)[C@@H](CN(C3=O)C3=C1C=C(N(C1=CC=C3)C)C(=O)N)C)CCCOC3=CC(=C(C(=C3)C)Cl)C